BrC1=CC(=C(C=C1)NS(=O)(=O)C1=CC=C(C=C1)C)C#CC1=CC=CC=C1 N-[4-bromo-2-(phenylethynyl)phenyl]-4-methylbenzenesulfonamide